C(C)N(C1=CC=C(C=C1)N)CCO N-ethyl-N-(β-hydroxyethyl)-para-phenylenediamine